C(C)(C)(C)OC(CN(CC1=NC=CC=C1)CCN(CC1=NC=CC=C1)CC1=NC=CC=C1)=O N-(2-(bis(pyridin-2-ylmethyl)amino)ethyl)-N-(pyridin-2-ylmethyl)glycine tert-butyl ester